N-((1R,4s)-4-(2-(((S)-2-Hydroxy-2-(6-(trifluoromethyl)pyridin-2-yl)ethyl)-amino)-2-methylpropyl)cyclohexyl)methanesulfonamide dihydrochloride Cl.Cl.O[C@@H](CNC(CC1CCC(CC1)NS(=O)(=O)C)(C)C)C1=NC(=CC=C1)C(F)(F)F